3-trifluoromethyl-4-(2H-1,2,3-triazol-2-yl)aniline Dimethyl-(2-(4-(6-((4-cyano-2-fluorobenzyl)oxy)pyridin-2-yl)-2-fluorobenzyl)-1-(2-methoxyethyl)-1H-benzo[d]imidazol-6-yl)phosphonate COP(OC)(=O)C=1C=CC2=C(N(C(=N2)CC2=C(C=C(C=C2)C2=NC(=CC=C2)OCC2=C(C=C(C=C2)C#N)F)F)CCOC)C1.FC(C=1C=C(N)C=CC1N1N=CC=N1)(F)F